C1(CC1)[C@@H](C)NC1=NC(=NC=C1C(=O)N)NC1CCC(CC1)OC(F)F 4-((R)-1-cyclopropylethylamino)-2-((1r,4R)-4-(difluoromethoxy)cyclohexylamino)pyrimidine-5-carboxamide